N-phenyl-N-(4-piperidyl)amide C1(=CC=CC=C1)[N-]C1CCNCC1